2-CHLORO-5-FORMYL-4-PICOLINE ClC1=NC=C(C(=C1)C)C=O